(S)-2-((6-amino-4-(4-(4-(tert-butoxycarbonyl)-3-methylpiperazin-1-yl)phenyl)pyridin-3-yl)oxy)-6-fluorobenzoic acid NC1=CC(=C(C=N1)OC1=C(C(=O)O)C(=CC=C1)F)C1=CC=C(C=C1)N1C[C@@H](N(CC1)C(=O)OC(C)(C)C)C